2-[[5-ethylsulfonyl-6-[8-(2,2,3,3,3-penta-fluoropropoxy)imidazo[1,5-a]pyridin-3-yl]-3-pyridyl]oxy]-2-methyl-propanenitrile C(C)S(=O)(=O)C=1C=C(C=NC1C1=NC=C2N1C=CC=C2OCC(C(F)(F)F)(F)F)OC(C#N)(C)C